C(CCCCCC)NC(NC(C(=O)O)CN1C=NC(=C1)C1=CC[C@H](C=C1)C(=O)OC)=O 2-(3-heptylureido)-3-(4-((R)-4-(methoxycarbonyl)cyclohexa-1,5-dien-1-yl)-1H-imidazol-1-yl)propanoic acid